N1(CCCC1)C=1C=C(C=CC1)NC(N)=O 3-(3-(pyrrolidin-1-yl)phenyl)urea